N-[4-(2,6-Dimethylphenyl)-8-methyl-8-phenyl-6,7-dihydro-5H-quinazolin-2-yl]benzenesulfonamide CC1=C(C(=CC=C1)C)C1=NC(=NC=2C(CCCC12)(C1=CC=CC=C1)C)NS(=O)(=O)C1=CC=CC=C1